COC(=O)C1=NC=C(C=N1)B(O)O (2-(methoxycarbonyl)pyrimidin-5-yl)boronic acid